(S)-N-(3-chloro-5-(trifluoromethyl)phenyl)-3-((6-(3-hydroxypyrrolidin-1-yl)imidazo[1,2-b]pyridazin-3-yl)ethynyl)-2-methylbenzamide ClC=1C=C(C=C(C1)C(F)(F)F)NC(C1=C(C(=CC=C1)C#CC1=CN=C2N1N=C(C=C2)N2C[C@H](CC2)O)C)=O